(5,10,15,20-tetra(4-carboxyphenyl)porphyrin) cobalt (III) chloride [Co](Cl)(Cl)Cl.C(=O)(O)C1=CC=C(C=C1)C=1C2=CC=C(N2)C(=C2C=CC(C(=C3C=CC(=C(C=4C=CC1N4)C4=CC=C(C=C4)C(=O)O)N3)C3=CC=C(C=C3)C(=O)O)=N2)C2=CC=C(C=C2)C(=O)O